C(#N)C1(CCC1)NC1=CC(=C(OCCN2C[C@H](N(CC2)C(=O)OC(C)(C)C)C)C=C1)CC (R)-tert-Butyl 4-(2-(4-((1-cyanocyclobutyl)amino)-2-ethylphenoxy)ethyl)-2-methylpiperazine-1-carboxylate